OC=1C(=C2CCC(OC2=C(C1C)C)(C)CCCC(C(=O)O)C)C 5-(6-hydroxy-2,5,7,8-tetramethyl-chroman-2-yl)-2-methyl-pentanoic acid